CC1=C(C(=O)N)C=CC=C1 2-methyl-benzamide